F[C@@H]1[C@@H](C1)C(=O)NC=1N=C2N(C=C(C=C2)C2=C(C=CC(=C2)C2=NNC=C2)C)C1 (1S,2S)-2-fluoro-N-(6-(2-methyl-5-(1H-pyrazol-3-yl)phenyl)imidazo[1,2-a]pyridin-2-yl)cyclopropane-1-carboxamide